5,6-dichloro-N-(2,6-diethylphenyl)-3-nitropyridin-2-amine ClC=1C=C(C(=NC1Cl)NC1=C(C=CC=C1CC)CC)[N+](=O)[O-]